CN1CCC(CC1)CNC1=C(C=CC=C1)[N+](=O)[O-] 4-(((1-methylpiperidin-4-yl)methyl)amino)-3-nitrobenzene